CC1=C(C(=CC=C1)OC(F)(F)F)B(O)O 2-METHYL-6-(TRIFLUOROMETHOXY)PHENYLBORONIC ACID